FC(CN1C=CC=2C(=CC=CC12)N)(F)F (2,2,2-trifluoroethyl)-1H-indol-4-amine